FC(C1CC2(C1)C[C@@H](N(CC2)CC2=C1C=CNC1=C(C=C2OC)C)C2=CC=C(C(=O)O)C=C2)F 4-((2r,4r,6r)-2-(difluoromethyl)-7-((5-methoxy-7-methyl-1H-indol-4-yl)methyl)-7-azaspiro[3.5]nonan-6-yl)benzoic acid